BrC=1SC(=CN1)C=1N(C=C(N1)C(F)(F)F)C(C)C 2-bromo-5-(1-isopropyl-4-(trifluoromethyl)-1H-imidazol-2-yl)thiazole